1-benzyl 3-ethyl (5R)-5-fluoro-3-methylpiperidine-1,3-dicarboxylate F[C@@H]1CC(CN(C1)C(=O)OCC1=CC=CC=C1)(C(=O)OCC)C